tert-Butyl 4-methyl-4-(N-(prop-2-yn-1-yl)acetamido)piperidine-1-carboxylate CC1(CCN(CC1)C(=O)OC(C)(C)C)N(C(C)=O)CC#C